4'-Chloro-1'H-spiro[cyclopropane-1,2'-imidazo[1,2-a]quinoxaline]-7'-carboxylic acid methyl ester COC(=O)C=1C=C2N=C(C=3N(C2=CC1)CC1(N3)CC1)Cl